CNCCC[Si](O[Si](C)(C)C)(O[Si](C)(C)C)O[Si](C)(C)C N-methylaminopropyl-tri(trimethylsiloxy)silane